CN1CCN(CC1)C1=CC2=C(N=C(S2)CNC(=O)C2(CC3=CC=CC=C3C2)CC(=O)O)C=C1 2-[2-[[6-(4-methylpiperazin-1-yl)-1,3-benzothiazol-2-yl]methylcarbamoyl]indan-2-yl]acetic acid